FC1=CC=C(C=C1)C(C)NC(=O)C1=NC(=NC2=CC=CC=C12)C N-(1-(4-fluorophenyl)ethyl)-2-methylquinazolin-4-carboxamide